N,N-dimethyl-6-(2-(methylthio)pyrimidin-5-yl)hex-5-ynamide CN(C(CCCC#CC=1C=NC(=NC1)SC)=O)C